2-nitrobenzyl 3-((4-oxocyclohexyl)oxy)propanoate O=C1CCC(CC1)OCCC(=O)OCC1=C(C=CC=C1)[N+](=O)[O-]